6-bromo-3-methyl-picolinic acid BrC1=CC=C(C(=N1)C(=O)O)C